5-chloro-7-(4-methoxybenzyl)-2-(methylthio)-7H-pyrrolo[2,3-d]pyrimidine-6-carbaldehyde ClC1=C(N(C=2N=C(N=CC21)SC)CC2=CC=C(C=C2)OC)C=O